C1=C(C=CC2=CC(=CC=C12)C(=O)O)C(=O)O 2,6-naphthalene-dicarboxylic acid